3-methyl-1-({4-[(7-{8-methyl-1H,2H,3H-pyrido[2,3-b][1,4]oxazin-7-yl}-5H,6H,7H,8H-pyrido[3,4-d]pyrimidin-2-yl)amino]phenyl}methyl)azetidin-3-ol CC1(CN(C1)CC1=CC=C(C=C1)NC=1N=CC2=C(N1)CN(CC2)C2=C(C1=C(OCCN1)N=C2)C)O